(1s,4s)-4-(4-((4-((2-(methoxymethyl)phenyl)amino)-5-(trifluoromethyl)pyrimidin-2-yl)amino)-1H-pyrazol-1-yl)-1-(methylimino)hexahydro-1λ6-thiopyran 1-oxide COCC1=C(C=CC=C1)NC1=NC(=NC=C1C(F)(F)F)NC=1C=NN(C1)C1CCS(CC1)(=NC)=O